Br.FC(C1=C(C#N)C=CC=C1)(F)F 2-(trifluoromethyl)benzonitrile hydrobromide